NC1=C(C=CC=2CCOC21)C(=O)OC methyl 7-amino-2,3-dihydrobenzofuran-6-carboxylate